triethylene glycol bis(3-(3-tertiary butyl-4-hydroxy-5-methylphenyl)propionate) C(C)(C)(C)C=1C=C(C=C(C1O)C)CCC(=O)OCCOCCOCCOC(CCC1=CC(=C(C(=C1)C)O)C(C)(C)C)=O